C=1(C(=CC=CC1)C1=CC=CC=C1C(=O)[O-])C=1C(=CC=CC1)C1=CC=CC=C1C(=O)[O-] [1,1'-biphenyl]-2,2'-dibenzoate